C1(=CC(=CC=C1)CC1N(CC2(CC2)C1)C(C(C)F)=O)C1=CC=CC=C1 6-([1,1'-biphenyl]-3-ylmethyl)-5-(2-fluoropropanoyl)-5-azaspiro[2.4]heptan